2-[1-[2-[1-(3-Cyano-4-methoxy-phenyl)pyrazol-4-yl]-6-methyl-4-oxo-chromen-8-yl]ethylamino]benzoic acid C(#N)C=1C=C(C=CC1OC)N1N=CC(=C1)C=1OC2=C(C=C(C=C2C(C1)=O)C)C(C)NC1=C(C(=O)O)C=CC=C1